C(C)(=O)NC1=C(C=CC(=C1)[N+](=O)[O-])N(C(CN(C)C)=O)CC N-(2-acetamido-4-nitrophenyl)-2-(dimethylamino)-N-ethylacetamide